7,12-dihydro-6,13-methanobenzo[g]pyrido[1,2-b][1,2,5]triazonine-2,14-dione C=1C(C=CN2N3CC4=C(CN(C(C21)=O)C3)C=CC=C4)=O